15-chloro-21-fluoro-16,23-dimethoxy-18,18-dioxo-8,11-dioxa-18λ6-thia-19-azatetracyclo[18.3.1.113,17.02,7]pentacosa-1(23),2(7),3,5,13(25),14,16,20(24),21-nonaen-12-one ClC1=CC=2C(OCCOC=3C=CC=CC3C3=C(C=C(C(NS(C(=C1OC)C2)(=O)=O)=C3)F)OC)=O